C(C)(C)(C)OC(=O)N1CCN(CC1)C1=NC=NC(=C1[C@@H](CC#N)C)Br (R)-4-(6-bromo-5-(1-cyanopropan-2-yl)pyrimidin-4-yl)piperazine-1-carboxylic acid tert-butyl ester